C1(=CC=CC=C1)C=1C(=C2C(=C3C(=C(C(=C(C3=CC2=CC1)[2H])[2H])[2H])[2H])[2H])C1=C(C=CC=C1)C1=CSC=2C1=CC=C1C2C=CC2=CC=CC=C21 phenyl-[(naphthobenzothiophenyl)phenyl]anthracene-d5